(S)-6-methoxy-N-(1-(trifluoromethoxy)propan-2-yl)-8-(4-(trifluoromethyl)piperidin-1-yl)quinoline-3-carboxamide COC=1C=C2C=C(C=NC2=C(C1)N1CCC(CC1)C(F)(F)F)C(=O)N[C@H](COC(F)(F)F)C